tert-butyl 4-{8-fluoro-6,12-dioxo-6H,12H-indolo[2,1-b]quinazolin-2-yl}-1H-imidazole-1-carboxylate FC=1C=C2C(C3=NC4=CC=C(C=C4C(N3C2=CC1)=O)C=1N=CN(C1)C(=O)OC(C)(C)C)=O